(R)-4-cyclopropyl-2-(2-fluoro-4-(3-hydroxypyrrolidine-1-carboxamido)phenyl)benzo[d]-thiazole-6-carboxylic acid C1(CC1)C1=CC(=CC2=C1N=C(S2)C2=C(C=C(C=C2)NC(=O)N2C[C@@H](CC2)O)F)C(=O)O